2-ethyl-4-methoxy-1-methacryloyloxynaphthalene C(C)C1=C(C2=CC=CC=C2C(=C1)OC)OC(C(=C)C)=O